CN1C(N(C2=NC=CC=C21)C=2C=NC(=CC2)N[C@@H]2C[C@H](CC2)NC=2N=NC(=CN2)C)=O 1-Methyl-3-(6-(((1S,3S)-3-((6-methyl-1,2,4-triazin-3-yl)amino)cyclopentyl)amino)pyridin-3-yl)-1,3-dihydro-2H-imidazo[4,5-b]pyridin-2-one